C1(=CC=CC=C1)C(=CC(=O)OC#N)C1=CC=CC=C1 cyano diphenylacrylate